FC(C1=CC=C(/C=C/C=2C=C3C(=CNC3=CC2)NC(=O)C2CCC2)C=C1)(F)F (E)-N-(5-(4-(trifluoromethyl)styryl)-1H-indol-3-yl)cyclobutylcarboxamide